C1(CC1)OC1=NC=NC(=C1C1=CNC2=NC(=CC=C21)NC(=O)NCCOCCN(C)C)OC 1-[3-(4-cyclopropoxy-6-methoxypyrimidin-5-yl)-1H-pyrrolo[2,3-b]pyridin-6-yl]-3-{2-[2-(dimethylamino)ethoxy]ethyl}urea